cis-methyl-3-aminocyclobutanecarboxylate hydrochloride Cl.COC(=O)[C@@H]1C[C@@H](C1)N